2-(4-vinylbenzyl)-5,5'-(1,3-phenylene)bis(2H-tetrazole) C(=C)C1=CC=C(CN2N=C(N=N2)C2=CC(=CC=C2)C=2N=NNN2)C=C1